27-hydroxy-4-cholesten-3-one OCC(C)CCC[C@@H](C)[C@H]1CC[C@H]2[C@@H]3CCC4=CC(CC[C@]4(C)[C@H]3CC[C@]12C)=O